C(C1=CC=CC=C1)OC(=O)N1[C@H](C[C@H](C1)OCC)C(=O)O (2R,4R)-1-((benzyloxy)carbonyl)-4-ethoxypyrrolidine-2-carboxylic acid